benzyl (S)-3-(((benzyloxy)carbonyl)amino)-2,3,4,7-tetrahydro-1H-azepine-1-carboxylate C(C1=CC=CC=C1)OC(=O)N[C@@H]1CN(CC=CC1)C(=O)OCC1=CC=CC=C1